3-(4-(sec-Butyl)-2-methylcyclohex-3-en-1-yl)propanal C(C)(CC)C1=CC(C(CC1)CCC=O)C